O(C)[K] methoxyl-potassium